5-bromo-4-cyclobutoxypyrimidin-2-amine BrC=1C(=NC(=NC1)N)OC1CCC1